C1=CC=CC=2C3=CC=CC=C3C(C12)COC(=O)N[C@H](C(=O)O)CC1=C(C=CC(=C1)Cl)N(C)C (S)-2-((((9H-fluoren-9-yl)methoxy)carbonyl)amino)-3-(5-chloro-2-(dimethylamino)phenyl)propanoic acid